tert-butyl N-[3-[2-[(1R,2R)-2-(6-ethoxy-2-pyridyl)-1-[(6-fluoro-2-pyridyl)sulfonylcarbamoyl]cyclopropyl]-4-methyl-phenoxy]propyl]carbamate C(C)OC1=CC=CC(=N1)[C@H]1[C@@](C1)(C(NS(=O)(=O)C1=NC(=CC=C1)F)=O)C1=C(OCCCNC(OC(C)(C)C)=O)C=CC(=C1)C